4-nitro-3-(2-((2-(trimethylsilyl)ethoxy)methoxy)ethyl)benzonitrile [N+](=O)([O-])C1=C(C=C(C#N)C=C1)CCOCOCC[Si](C)(C)C